N1C=NC2=C1C=CC(=C2)C=2C=C1C(=C(C=NC1=CC2)S(=O)(=O)N2CCOCC2)NC2=C(C(=O)O)C=CC=C2 2-[[6-(1H-benzimidazol-5-yl)-3-morpholinosulfonyl-4-quinolyl]amino]benzoic acid